5-benzyloxy-2-(2-hydroxypropyl)-1,3-dimethoxybenzene C(C1=CC=CC=C1)OC=1C=C(C(=C(C1)OC)CC(C)O)OC